C(CC)C(CCCCCC)OC(CCCCCCC)=O caprylic acid propylheptyl ester